N-(4-(1-methyl-4-(trifluoromethyl)-1H-imidazol-2-yl)benzyl)-9-(tetrahydro-2H-pyran-2-yl)-2-(3-(trifluoromethyl)phenyl)-9H-purin-6-amine CN1C(=NC(=C1)C(F)(F)F)C1=CC=C(CNC2=C3N=CN(C3=NC(=N2)C2=CC(=CC=C2)C(F)(F)F)C2OCCCC2)C=C1